(5-amino-1-{6-[(2,6-difluorophenyl)oxy]-4-methylpyridin-3-yl}pyrazol-4-yl)[7-(2-hydroxy-2-methylpropyl)-6,7,8,9-tetrahydro-3H-pyrrolo[3,2-f]isoquinolin-2-yl]methanone NC1=C(C=NN1C=1C=NC(=CC1C)OC1=C(C=CC=C1F)F)C(=O)C1=CC2=C3CCN(CC3=CC=C2N1)CC(C)(C)O